ClC1=CN=C(N=N1)N1CCC2(CC1)[C@@H](C1=CC=CC=C1C2)N[S@](=O)C(C)(C)C (R)-N-((S)-1'-(6-chloro-1,2,4-triazin-3-yl)-1,3-dihydrospiro[indene-2,4'-piperidin]-1-yl)-2-methylpropane-2-sulfinamide